FC=1C(=C(C=C(C1)C1(CC1)C)[C@H](C(=O)O)N1C[C@@H](CC1)N(CCCCCC1=NC=2NCCCC2C=C1)C)OC (R)-2-(3-fluoro-2-methoxy-5-(1-methylcyclopropyl)phenyl)-2-((R)-3-(methyl(5-(5,6,7,8-tetrahydro-1,8-naphthyridin-2-yl)pentyl)amino)pyrrolidin-1-yl)acetic acid